S1CCCC2=C1C=CC=C2 benzothiaAn